ClC1=NC=C(C(=N1)C=1N(C2=CC=CC=C2C1)S(=O)(=O)C1=CC=CC=C1)Cl (2,5-dichloropyrimidin-4-yl)-1-(phenylsulfonyl)-1H-indole